C(C)(C)(C)OC(=O)N(C1=CC(=CC(=N1)C(=O)OC)Br)C(=O)OC(C)(C)C methyl 6-(bis(t-butoxycarbonyl) amino)-4-bromopyridinecarboxylate